2-hydrazino-6-[(2,3-dimethylphenyl)amino]pyrimidine-4-carbonitrile N(N)C1=NC(=CC(=N1)C#N)NC1=C(C(=CC=C1)C)C